COC(C1=CC=C(C=C1)S(=O)(=O)N1CC(N(CC1)C(C(C)(C)OC1=CC(=C(C=C1)F)F)=O)C)=O 4-((4-(2-(3,4-difluorophenoxy)-2-methylpropanoyl)-3-methylpiperazin-1-yl)sulfonyl)benzoic acid methyl ester